SCCC[Si](OC(C)C)(OC(C)C)CC mercaptopropylethyldiisopropyloxysilane